2-amino-5-bromo-4-nitrobenzoic acid methyl ester COC(C1=C(C=C(C(=C1)Br)[N+](=O)[O-])N)=O